FC(CC)(F)C1=CC2=C(C=N1)C(CN2C(CN2[C@H](CN[C@@H](C2)C)CN2C(CCC2)=O)=O)(C)C 1-{[(2R,5R)-1-{2-[6-(1,1-Difluoropropyl)-3,3-dimethyl-1H,2H,3H-pyrrolo[3,2-c]pyridin-1-yl]-2-oxoethyl}-5-methylpiperazin-2-yl]methyl}pyrrolidin-2-one